ethyl (R,E)-2-(1-propen-2-yl)-3-hexenoate C=C(C)[C@H](C(=O)OCC)\C=C\CC